C(CCCCCC)C1C=C(CCO1)C 6-heptyl-4-methyl-3,6-dihydro-2H-pyran